C(#N)C1(CC1)C=1C=C2C(=CC1)C(N(CC21CC1)CC(=O)NC1=NC=C(C=N1)F)=O 2-[6-(1-cyanocyclopropyl)-1-oxospiro[3H-isoquinoline-4,1'-cyclopropane]-2-yl]-N-(5-fluoropyrimidin-2-yl)acetamide